(3,4-dihydroquinolin-1(2H)-yl)(6-(4-methyl-1H-imidazol-1-yl)pyrazin-2-yl)methanone N1(CCCC2=CC=CC=C12)C(=O)C1=NC(=CN=C1)N1C=NC(=C1)C